(2R,4R)-6-chloro-4-hydroxy-N-(3-{4-[2-(trifluoromethoxy)ethoxy]-1H-pyrazol-1-yl}bicyclo[1.1.1]pentan-1-yl)-3,4-dihydro-2H-1-benzopyran-2-carboxamide ClC=1C=CC2=C([C@@H](C[C@@H](O2)C(=O)NC23CC(C2)(C3)N3N=CC(=C3)OCCOC(F)(F)F)O)C1